C(C)N(C=1C(C(C1N(CC1=CC=C(C=C1)C1=NOC(=N1)C(F)(F)F)C)=O)=O)C 3-(ethyl(methyl)amino)-4-(methyl(4-(5-(trifluoromethyl)-1,2,4-oxadiazol-3-yl)benzyl)amino)cyclobut-3-ene-1,2-dione